N-(2,2'-dichloro-3'-(6-methoxy-5-(((2-methoxypyridin-4-yl)amino)methyl)pyridin-2-yl)-[1,1'-biphenyl]-3-yl)-1,5-dimethyl-4,5,6,7-tetrahydro-1H-imidazo[4,5-c]pyridine-2-carboxamide ClC1=C(C=CC=C1NC(=O)C=1N(C2=C(CN(CC2)C)N1)C)C1=C(C(=CC=C1)C1=NC(=C(C=C1)CNC1=CC(=NC=C1)OC)OC)Cl